C(#N)C1=C(OC=2C=C3C=C(N=NC3=CC2)C2COC3(C2)CCN(CC3)C(=O)OC(C)(C)C)C(=CC=C1F)F tert-butyl 3-(6-(2-cyano-3,6-difluorophenoxy)cinnolin-3-yl)-1-oxa-8-azaspiro[4.5]decane-8-carboxylate